C1(CC1)NC(=O)[C@H]1O[C@H]([C@@H]([C@@H]1O)O)N1C2=NC(=NC(=C2N=C1)NCC1=NC=CC(=C1)C)C=1C=NC=C(C1)C (2S,3S,4R,5R)-N-cyclopropyl-3,4-dihydroxyl-5-(6-(((4-methylpyridin-2-yl)methyl)amino)-2-(5-methylpyridin-3-yl)-9H-purin-9-yl)tetrahydrofuran-2-formamide